N-(4-(4-amino-7-methyl-7H-pyrrolo[2,3-d]pyrimidin-5-yl)-3-methylphenyl)-2-cyclopentyl-acetamide NC=1C2=C(N=CN1)N(C=C2C2=C(C=C(C=C2)NC(CC2CCCC2)=O)C)C